3-methoxyphenylethyl bromide COC=1C=C(C=CC1)CCBr